3-[[3-[[2-(5-chloro-2-hydroxy-phenyl)acetyl]amino]benzoyl]amino]piperidine-1-carboxylic acid tert-butyl ester C(C)(C)(C)OC(=O)N1CC(CCC1)NC(C1=CC(=CC=C1)NC(CC1=C(C=CC(=C1)Cl)O)=O)=O